N1CC(C1)C1=CC2=C(N=CN=C2NC2=C(C(=CC=C2)C#C)F)C=N1 6-(azetidin-3-yl)-N-(3-ethynyl-2-fluoro-phenyl)pyrido[3,4-d]pyrimidin-4-amine